9-(4-(tert-butyl)pyridin-2-yl)-6-fluoro-9H-carbazol-2-ol C(C)(C)(C)C1=CC(=NC=C1)N1C2=CC=C(C=C2C=2C=CC(=CC12)O)F